C(C1=CC=CC=C1)O[C@@H]1[C@H]([C@H](O[C@@H]([C@@H]1OCC1=CC=CC=C1)COCC1=CC=CC=C1)C#C)NC(C)=O N-[(2R,3S,4R,5R,6R)-4,5-dibenzyloxy-6-(benzyloxymethyl)-2-ethynyl-tetrahydropyran-3-yl]acetamide